N-(p-hydroxyphenylacetyl)phenylalanine 2-phenylethylamide C1(=CC=CC=C1)CCNC([C@@H](NC(CC1=CC=C(C=C1)O)=O)CC1=CC=CC=C1)=O